COC(C1=C(C(=NC(=C1C)CCC1=CC=C(C=C1)OC)C)O)=O 3-hydroxy-6-(4-methoxyphenylethyl)-2,5-dimethylisonicotinic acid Methyl ester